C(C)NCCNC(C(=C)C)=O methacrylic acid, ethylaminoethylamide